1-((2,4-diaminopyrimidin-5-yl)methyl)indoline-5-carboxylic acid NC1=NC=C(C(=N1)N)CN1CCC2=CC(=CC=C12)C(=O)O